C(#C)C=1C(=CC=C2C=C(C=C(C12)N1C(C=2N=CN=CC2C=C1C(F)(F)F)=O)O)F 7-(8-ethynyl-7-fluoro-3-hydroxynaphthalen-1-yl)-6-(trifluoromethyl)pyrido[3,4-d]pyrimidin-8(7H)-one